(S)-5-(2-Aminopropoxy)-2-methyl-N-(1-(7-(thiazol-2-yl)quinolin-5-yl)cyclopropyl)benzamide N[C@H](COC=1C=CC(=C(C(=O)NC2(CC2)C2=C3C=CC=NC3=CC(=C2)C=2SC=CN2)C1)C)C